C(C)[Si](N([Si](CC)(CC)CC)CCCCCCCCCCCCCCCCCC)(CC)CC N,N-bis(triethylsilyl)octadecylamine